ClC1=CC=2NC(=CC2S1)C(=O)N(C)[C@@H]1CO[C@H](C=2NC(C=3C=C(C(=CC3C21)F)F)=O)O (S,R)-2-chloro-N-(8,9-difluoro-4-hydroxy-6-oxo-1,4,5,6-tetrahydro-2H-pyrano[3,4-c]isoquinolin-1-yl)-N-methyl-4H-thieno[3,2-b]pyrrole-5-carboxamide